NC1=NN2C(C=C(C=C2)C=2C(=NC(=C(C(=O)NCC3=C(C=CC=C3)OCC3CC(C3)(F)F)C2)OC)C)=N1 5-(2-amino-[1,2,4]triazolo[1,5-a]pyridin-7-yl)-N-(2-((3,3-difluorocyclobutyl)methoxy)benzyl)-2-methoxy-6-methylnicotinamide